2-(methylsulfanyl)pyrido[3,4-d]pyrimidin-8(7H)-one CSC=1N=CC2=C(N1)C(NC=C2)=O